FC(CCN1CCN(CC1)CN1C(C2=CC=CC=C2C2(C1)CC2)=O)(F)F ((4-(3,3,3-trifluoropropyl)piperazin-1-yl)methyl)-2',3'-dihydro-1'H-spiro[cyclopropan-1,4'-isoquinoline]-1'-one